N-(cyclopentylmethyl)-4-(3-pyridyl)aniline C1(CCCC1)CNC1=CC=C(C=C1)C=1C=NC=CC1